(2R)-6-[(1S,4S,5R)-5-{[5-cyclopropyl-3-(2,6-dichlorophenyl)-1,2-oxazol-4-yl]methoxy}-2-azabicyclo[2.2.1]heptan-2-yl]-1,2,3,4-tetrahydronaphthalene-2-carboxylic acid C1(CC1)C1=C(C(=NO1)C1=C(C=CC=C1Cl)Cl)CO[C@H]1[C@@H]2CN([C@H](C1)C2)C=2C=C1CC[C@H](CC1=CC2)C(=O)O